FC(OC1=C(C=C(C=C1)SC(C)C)C1=NNC=C1NC(=O)C1=CN=C2N1N=CC=C2)F N-[3-[2-(difluoromethoxy)-5-isopropylsulfanyl-phenyl]-1H-pyrazol-4-yl]imidazo[1,2-b]pyridazine-3-carboxamide